3-(4-Chlorophenyl)1-[2-(3-methoxyphenyl)ethyl]urea ClC1=CC=C(C=C1)NC(NCCC1=CC(=CC=C1)OC)=O